N1=CC=C(C=C1)C1=C(C=CC=C1)C1(CC1)NC(OC(C)(C)C)=O tert-Butyl (1-(2-(pyridin-4-yl)phenyl)cyclopropyl)carbamate